S1C(=NC2=C1C=CC=C2)C=2N(C1=NC(=NC(=C1N2)Cl)C#CCCCC)[C@@H]2SC[C@H]([C@H]2CC(=O)O)CC(=O)O.C(C)(C)(C)SC=2C(=C(C=CC2)C=2OC=CN2)Cl 2-(3-(tert-butylthio)-2-chlorophenyl)oxazole (2R,3R,4S)-2-(8-(benzo[d]thiazol-2-yl)-6-chloro-2-(hex-1-yn-1-yl)-9H-purin-9-yl)tetrahydrothiophene-3,4-diyl-diacetate